ethyl 4-(chloromethyl)pyridine-3-carboxylate ClCC1=C(C=NC=C1)C(=O)OCC